2-chloro-N-(5-(2-(((3S,5S)-5-fluoro-piperidin-3-yl)amino)-8-isopropyl-7-oxo-7,8-dihydropyrido[2,3-d]-pyrimidin-6-yl)-6-methylpyridin-2-yl)-benzenesulfonamide ClC1=C(C=CC=C1)S(=O)(=O)NC1=NC(=C(C=C1)C1=CC2=C(N=C(N=C2)N[C@@H]2CNC[C@H](C2)F)N(C1=O)C(C)C)C